(S)- and (R)-2-((4-chloro-phenethyl)amino)-2-phenyl-1-(6-(pyridazin-3-yl)-1H-indol-3-yl)ethan-1-one ClC1=CC=C(CCN[C@H](C(=O)C2=CNC3=CC(=CC=C23)C=2N=NC=CC2)C2=CC=CC=C2)C=C1 |r|